2-{4-[(dodecylamino)carbonyl]-3-fluorophenyl}-5-methyl-1,3,2-dioxaborolan-5-carboxylic acid C(CCCCCCCCCCC)NC(=O)C1=C(C=C(C=C1)B1OC(CO1)(C(=O)O)C)F